COC1=CC=2N(C3=CC=CC=C3SC2C=C1C=O)C 2-methoxy-10-methyl-10H-phenothiazine-3-carbaldehyde